(R)-(5-(3-((1-(4-fluorophenyl)ethyl)amino)-1,2,4-triazin-6-yl)pyridin-3-yl)methanol FC1=CC=C(C=C1)[C@@H](C)NC=1N=NC(=CN1)C=1C=C(C=NC1)CO